7-METHYL-6-(4-METHYL-6-(4-(4-(TRIFLUOROMETHYL)PHENYL)PIPERAZIN-1-YL)PYRIMIDIN-2-YL)IMIDAZO[1,2-A]PYRIDINE CC1=CC=2N(C=C1C1=NC(=CC(=N1)C)N1CCN(CC1)C1=CC=C(C=C1)C(F)(F)F)C=CN2